ClC1=CC=C(C=C1)C([TeH])C 1-chloro-4-(methylhydrotelluro-methyl)benzene